C1(CC1)S(=O)(=O)NC1=NC=CC(=N1)C(C(=O)NC1=CC=C(C=C1)C1=CC(=CC=C1)OCC)(C)C 2-(2-(cyclopropanesulfonamido)pyrimidin-4-yl)-N-(3'-ethoxy-[1,1'-biphenyl]-4-yl)-2-methylpropanamide